tert-butyl 3-(3-(4-butoxy-3-fluorophenyl)-1,2,4-oxadiazol-5-yl)-2-(diethoxyphosphoryl)propanoate C(CCC)OC1=C(C=C(C=C1)C1=NOC(=N1)CC(C(=O)OC(C)(C)C)P(=O)(OCC)OCC)F